2-((3,5-dimethylphenyl)amino)-6,7-difluoroquinazoline-4(3H)-One CC=1C=C(C=C(C1)C)NC1=NC2=CC(=C(C=C2C(N1)=O)F)F